ClC1=CC=C(C(=N1)C(=O)NS(=O)(=O)C)N[C@H](C)C=1C=C(C=C2C(N(C(=NC12)N1CCC(CC1)C1=NC=C(C=N1)C(F)(F)F)C)=O)C (R)-6-chloro-3-((1-(3,6-dimethyl-4-oxo-2-(4-(5-(trifluoromethyl)pyrimidin-2-yl)piperidin-1-yl)-3,4-dihydroquinazolin-8-yl)ethyl)amino)-N-(methylsulfonyl)picolinamide